COC(=O)C1=CSC=C1C(CC(=O)OC(C)(C)C)=O 4-(3-(tert-butoxy)-3-oxopropanoyl)thiophene-3-carboxylic acid methyl ester